CC1(NC(CC(N1)(C)C)C)C hexa-hydro-2,2,4,4,6-pentamethylpyrimidin